(S)-4-(3-(methoxycarbonyl)piperidine-1-carbonyl)piperazine-1-carboxylic acid tert-butyl ester C(C)(C)(C)OC(=O)N1CCN(CC1)C(=O)N1C[C@H](CCC1)C(=O)OC